1-(2-ethoxy-2-oxo-ethyl)-5-methyl-pyrazole-3-carboxylic acid C(C)OC(CN1N=C(C=C1C)C(=O)O)=O